2-mercaptoindole SC=1NC2=CC=CC=C2C1